2-((3,5-Bis((E)-4-(difluoromethoxy)-3-hydroxybenzylidene)-4-oxocyclohexyl)carbamoyl)pyridin-1-ium trifluoroacetate FC(C(=O)[O-])(F)F.FC(OC1=C(C=C(\C=C\2/CC(C\C(\C2=O)=C/C2=CC(=C(C=C2)OC(F)F)O)NC(=O)C2=[NH+]C=CC=C2)C=C1)O)F